Methyl 2-chloro-6-(4,4-difluorocyclohex-1-en-1-yl)pyrimidine-4-carboxylate ClC1=NC(=CC(=N1)C(=O)OC)C1=CCC(CC1)(F)F